C1(=CC=C(C=C1)C1=NC(=NC(=N1)C1=CC=CC=C1)C1=C(C=CC=C1)C1=CC=2C3(C4=CC(=CC=C4C2C=C1)C#N)CCCC3)C3=CC=CC=C3 2'-(2-(4-([1,1'-biphenyl]-4-yl)-6-phenyl-1,3,5-triazin-2-yl)phenyl)spiro[cyclopentane-1,9'-fluorene]-7'-carbonitrile